C(C(C)C)(=O)OC=1C(=NC=CC1OC)C(N[C@H](C(=O)NC12CC3CC(CC(C1)C3)C2)C)=O 2-(((2S)-1-(((1s,3R)-adamantan-1-yl)amino)-1-oxopropan-2-yl)carbamoyl)-4-methoxypyridin-3-yl isobutyrate